tert-butyl 2-[2-[2-[2-[2-(p-tolylsulfonyloxy)ethoxy]ethoxy]ethoxy] ethoxy]acetate C1(=CC=C(C=C1)S(=O)(=O)OCCOCCOCCOCCOCC(=O)OC(C)(C)C)C